C(C1=CC=CC=C1)OCC(N)C1=CC(=NC=C1)OC(F)F 2-(benzyloxy)-1-(2-(difluoromethoxy)pyridin-4-yl)ethane-1-amine